(Ethylenedithio)DIACETIC ACID C(CSCC(=O)O)SCC(=O)O